(1S,3R)-3-acetamido-N-(4-(1-cyclopropyl-4-fluoro-1H-benzo[d]imidazol-6-yl)-5-methylpyridin-2-yl)cyclohexane-1-carboxamide C(C)(=O)N[C@H]1C[C@H](CCC1)C(=O)NC1=NC=C(C(=C1)C=1C=C(C2=C(N(C=N2)C2CC2)C1)F)C